O[C@@]1(CC[C@@H]2[C@H]3CC[C@@]4([C@H](CC[C@H]4[C@@H]3CC[C@@H]2C1)C(CN1N=CC(=C1)C#N)(C)C)C)C 1-(2-((3R,5R,8R,9R,10S,13S,14S,17S)-3-hydroxy-3,13-dimethylhexadecahydro-1H-cyclopenta[a]phenanthren-17-yl)-2-methylpropyl)-1H-pyrazole-4-carbonitrile